(S)-2-amino-N-cyclopropyl-5-(4-(2-(3,5-difluorophenyl)-2-hydroxyacetamido)-3-fluoro-2-methylphenyl)nicotinamide NC1=C(C(=O)NC2CC2)C=C(C=N1)C1=C(C(=C(C=C1)NC([C@@H](O)C1=CC(=CC(=C1)F)F)=O)F)C